6-tert-Butyl-N-[[6-(difluoromethyl)-2-pyridyl]sulfonyl]-2-(2,4,6-trimethylphenoxy)pyridin-3-carboxamid C(C)(C)(C)C1=CC=C(C(=N1)OC1=C(C=C(C=C1C)C)C)C(=O)NS(=O)(=O)C1=NC(=CC=C1)C(F)F